(4-chloro-3-{4-[4-(2-ethoxyethoxy)-2-fluorophenyl]-6-oxo-1,6-dihydropyrimidin-2-yl}benzyl)isobutyramide ClC1=C(C=C(CC(C(=O)N)(C)C)C=C1)C=1NC(C=C(N1)C1=C(C=C(C=C1)OCCOCC)F)=O